I=O.[V] vanadium iodine oxide